4-[[(2R,3r,4r,5r)-3-(3,4-difluoro-2-methoxy-phenyl)-4,5-dimethyl-5-(trifluoromethyl)tetrahydrofuran-2-carbonyl]amino]-6-fluoro-pyridine-2-carboxamide FC=1C(=C(C=CC1F)[C@@H]1[C@@H](O[C@]([C@@H]1C)(C(F)(F)F)C)C(=O)NC1=CC(=NC(=C1)F)C(=O)N)OC